(S)-6-(3,3-difluoro-4-(pyridin-4-yloxy)pyrrolidin-1-yl)-2',4'-dimethoxy-2-methyl-4,5'-bipyrimidine FC1(CN(C[C@@H]1OC1=CC=NC=C1)C1=CC(=NC(=N1)C)C=1C(=NC(=NC1)OC)OC)F